diphenylmethane C1(=CC=CC=C1)CC1=CC=CC=C1